1,1-Bis-(3,4-dimethylphenyl)ethan CC=1C=C(C=CC1C)C(C)C1=CC(=C(C=C1)C)C